7,9-dihydro-3H-purin-2,6,8-trione N1C(NC=2NC(NC2C1=O)=O)=O